6-methoxy-1-((2-(trimethylsilyl)ethoxy)methyl)indolin-2-one COC1=CC=C2CC(N(C2=C1)COCC[Si](C)(C)C)=O